C1(CC1)C1=CC=C(S1)C1C(C1)NCC1(CCN(CC1)C(=O)OCC1CCNCC1)F piperidin-4-ylmethyl 4-(((2-(5-cyclopropylthiophen-2-yl) cyclopropyl) amino) methyl)-4-fluoropiperidine-1-carboxylate